C(N)(=O)CC[C@@H]([C@@H](C)OCC1=CC=C(C=C1)C#CCOCCO)NC(OC(C)(C)C)=O tert-butyl N-[(3S,4R)-1-carbamoyl-4-([4-[3-(2-hydroxyethoxy) prop-1-yn-1-yl]phenyl]methoxy) pentan-3-yl]carbamate